C1(CC1)C1=CC(=NN1C1CC2(CN(C2)C(=O)C2=C(C=CC(=C2)O)F)C1)C1=C(C=C(C=C1)F)C {6-[5-cyclopropyl-3-(5-fluoro-2-tolyl)-1-pyrazolyl]-2-aza-2-spiro[3.3]heptyl}(2-fluoro-5-hydroxyphenyl)methanone